(3R)-1-[(4S)-7-(3,5-dimethylisoxazol-4-yl)-4-pyridin-2-yl-4,5-dihydroimidazo[1,5,4-de][1,4]benzoxazin-2-yl]piperidin-3-ol CC1=NOC(=C1C1=CC=C2C=3N([C@H](COC31)C3=NC=CC=C3)C(=N2)N2C[C@@H](CCC2)O)C